FC1=CC=CC=2N1N=C(C2)[C@@H]2N(CCC1=C2N=CN1)C(=O)C=1OC(=NN1)C=1C=NN(C1)C (R)-(4-(7-fluoropyrazolo[1,5-a]pyridin-2-yl)-6,7-dihydro-1H-imidazo[4,5-c]pyridin-5(4H)-yl)(5-(1-methyl-1H-pyrazol-4-yl)-1,3,4-oxadiazol-2-yl)methanone